C(C)(=O)[O-].C(CCCCCC)[N+]1=C(C=CC=C1)CCCC 1-Heptyl-2-butylpyridinium acetat